N6-((bicyclo[6.1.0]non-4-yn-9-ylmethoxy)carbonyl)lysine C12CCC#CCCC2C1COC(=O)NCCCC[C@H](N)C(=O)O